ClCCN1CC=2N(CC1)C(=NN2)C(F)(F)F 7-(2-chloroethyl)-3-(trifluoromethyl)-5,6,7,8-tetrahydro-[1,2,4]triazolo[4,3-a]pyrazine